HEPTADIEN-3-ONE C=CC(C=CCC)=O